NC=1C=2N(C3=CC(=CC=C3N1)C(=O)N(CC1=C(C=C(C=C1)N1C=NC=C1)Cl)C13CC(C1)C3)C=NC2 4-amino-N-(bicyclo[1.1.1]pentan-1-yl)-N-(2-chloro-4-(1H-imidazol-1-yl)benzyl)imidazo[1,5-a]quinoxaline-8-carboxamide